Methyl 3-[6-(2,5-dichloropyrimidin-4-yl)-1-oxo-2,3-dihydro-1H-isoindol-2-yl]propanoate ClC1=NC=C(C(=N1)C1=CC=C2CN(C(C2=C1)=O)CCC(=O)OC)Cl